[Kr]F.FC1=C(C=CC(=C1)F)C(CN1CCNCC1)(CN1N=CN=C1)O 2-(2,4-difluorophenyl)-1-(piperazin-1-yl)-3-(1H-1,2,4-triazol-1-yl)propan-2-ol Krypton Fluoride